n-methyl-(3,5-dihydroxyphenyl)-6-hydroxy-4-benzofurancarboxamide CNC(=O)C=1C=C(C=C2C1C=C(O2)C2=CC(=CC(=C2)O)O)O